CC1=NOC(=C1NC(=O)O[C@H](C)C1=CC=CC=C1)C1CCN(CC1)C1=CC=C(C=C1)C1(CC1)C(=O)NS(=O)(=O)C1(CC1)C(=O)OC methyl 1-({[1-(4-{4-[3-methyl-4-({[(1R)-1-phenylethoxy]carbonyl} amino)-1,2-oxazol-5-yl]piperidin-1-yl}phenyl)cyclopropyl]formamido}sulfonyl)cyclopropane-1-carboxylate